2-hydroxymethyl-5-furoate OCC=1OC(=CC1)C(=O)[O-]